n-Hexyl butyrate CCCCCCOC(=O)CCC